bis(bipyridine) nickel (II) hydrochloride Cl.[Ni+2].N1=C(C=CC=C1)C1=NC=CC=C1.N1=C(C=CC=C1)C1=NC=CC=C1